COC(C(=CCCC)C)=O 2-methyl-2-hexenoic acid methyl ester